(rac)-benzyl trans-1-(2-amino-3,4-dioxocyclobut-1-en-1-yl)-3-azido-4-(3-(4,4,5,5-tetramethyl-1,3,2-dioxaborolan-2-yl)propyl)pyrrolidine-3-carboxylate NC1=C(C(C1=O)=O)N1C[C@@]([C@@H](C1)CCCB1OC(C(O1)(C)C)(C)C)(C(=O)OCC1=CC=CC=C1)N=[N+]=[N-] |r|